FC(C1=CC=C(C=C1)C=1N(C(=CN1)C)CC1=C(C=CC=C1)O)F 2-((2-(4-(difluoromethyl)phenyl)-5-methyl-1H-imidazol-1-yl)methyl)phenol